4-(2,4-difluorophenyl)-7-methyl-2-((2S)-2-(1-methyl-1H-pyrazol-4-yl)-4-morpholinyl)pteridine FC1=C(C=CC(=C1)F)C1=NC(=NC2=NC(=CN=C12)C)N1C[C@@H](OCC1)C=1C=NN(C1)C